OCC(C(=O)OCC(C)(CO)C)(C)C neopentyl glycol mono(hydroxypivalate)